1-[1-(6-fluoro-1-methyl-[1,2,4]triazolo[4,3-a]quinazolin-5-yl)-3,5-dihydro-2H-4,1-benzoxazepin-6-yl]-4-methyl-piperidine-4-carbonitrile FC1=C2C(=NC=3N(C2=CC=C1)C(=NN3)C)N3CCOCC1=C3C=CC=C1N1CCC(CC1)(C#N)C